5'-(cyclopropylamino)-N-(1-methyl-3-(pyridin-2-yl)-1H-pyrazol-4-yl)-[2,3'-bipyridine]-6-carboxamide C1(CC1)NC=1C=C(C=NC1)C1=NC(=CC=C1)C(=O)NC=1C(=NN(C1)C)C1=NC=CC=C1